CN1C[C@@H](CCCC1)NC=1N=NC(=C2C1C=NC=C2)C2=C(C=C(C=C2)C(F)(F)F)O 2-(4-{[(3R)-1-methylazepan-3-yl]amino}pyrido[3,4-d]pyridazin-1-yl)-5-(trifluoromethyl)phenol